8-(4-cyano-2-fluorophenyl)-N-methyl-6,9-dioxo-5-(4-(trifluoromethyl)benzyl)-5,8-diazaspiro[3.5]nonane-2-carboxamide C(#N)C1=CC(=C(C=C1)N1CC(N(C2(CC(C2)C(=O)NC)C1=O)CC1=CC=C(C=C1)C(F)(F)F)=O)F